FC(CNC(O[C@H]1[C@H](NC[C@@H]1O)CC1=CC=C(C=C1)OC)=O)(CO)F (2R,3S,4S)-4-hydroxy-2-[(4-methoxyphenyl)methyl]pyrrolidin-3-yl N-(2,2-difluoro-3-hydroxypropyl)carbamate